1,3,5-trifluorostyrene FC1(C=C)CC(=CC(=C1)F)F